2-amino-1,5-benzenedisulfonic acid NC1=C(C=C(C=C1)S(=O)(=O)O)S(=O)(=O)O